2-fluoro-4-((3-morpholinoazetidin-1-yl)methyl)benzaldehyde dihydrochloride Cl.Cl.FC1=C(C=O)C=CC(=C1)CN1CC(C1)N1CCOCC1